tert-Butyl 3'-methyl-7'-methylene-6',7'-dihydrospiro[piperidine-4,4'-pyrazolo[5,1-c][1,4]oxazine]-1-carboxylate CC=1C=NN2C1C1(OCC2=C)CCN(CC1)C(=O)OC(C)(C)C